4-(8-amino-3-((2S)-1-(11-((2-(2,6-dioxopiperidin-3-yl)-1,3-dioxoisoindoline-4-yl)thio)undecyl)pyrrolidin-2-yl)imidazo[1,5-a]pyrazin-1-yl)-N-(pyridin-2-yl)benzamide NC=1C=2N(C=CN1)C(=NC2C2=CC=C(C(=O)NC1=NC=CC=C1)C=C2)[C@H]2N(CCC2)CCCCCCCCCCCSC2=C1C(N(C(C1=CC=C2)=O)C2C(NC(CC2)=O)=O)=O